FC1=C(CN2C(N(C(C3=C2SC(=C3CN(C)C)C3=CC=C(C=C3)[N+](=O)[O-])=O)C=3C=NC(=CC3)OC(F)F)=O)C(=CC=C1)F 1-(2,6-difluorobenzyl)-3-(6-(difluoromethoxy)pyridin-3-yl)-5-((dimethylamino)methyl)-6-(4-nitrophenyl)thieno[2,3-d]pyrimidine-2,4(1H,3H)-dione